(R)-(5-(3-methylureido)-2',4'-dioxo-2,3-dihydrospiro[indene-1,5'-oxazole]-3'-yl)acetamide CNC(NC=1C=C2CC[C@]3(C(N(C(O3)=O)CC(=O)N)=O)C2=CC1)=O